methyl 5-[(4-{[(2S,4R)-2-methyl-1-propionyl-1,2,3,4-tetrahydroquinolin-4-yl] amino} phenyl) amino]-5-oxopentanoate C[C@@H]1N(C2=CC=CC=C2[C@@H](C1)NC1=CC=C(C=C1)NC(CCCC(=O)OC)=O)C(CC)=O